F[C@@]1(C[C@@H](NCC1)C)C(=O)N[C@@H](\C=C/S(=O)(=O)C)C (2S,4S)-4-fluoro-2-methyl-N-[(Z,1R)-1-methyl-3-methylsulfonyl-allyl]piperidine-4-carboxamide